5-benzyl-N-(4-(5-(3,3-dimethylbutoxy)-2-methylphenyl)pyridin-2-yl)-4H-1,2,4-triazole-3-carboxamide C(C1=CC=CC=C1)C=1NC(=NN1)C(=O)NC1=NC=CC(=C1)C1=C(C=CC(=C1)OCCC(C)(C)C)C